oxo-dibenzoic acid O(C1=C(C(=O)O)C=CC=C1)C1=C(C(=O)O)C=CC=C1